C(C)[C@H]1OC2=CC=3C(=CC=NC3C=C2CN(C1)C(=O)OC(C)(C)C)OC tert-butyl (R)-2-ethyl-10-methoxy-2,3-dihydro-[1,4]oxazepino[7,6-g]quinoline-4(5H)-carboxylate